COC1=C(C(=CC2=C1C1=CC(=C(C(C=C1[C@H](CC2)NC(OC(C)(C)C)=O)=O)OC)C)OC)OC tert-butyl (S)-(1,2,3,10-tetramethoxy-11-methyl-9-oxo-5,6,7,9-tetrahydrobenzo[a]heptalen-7-yl)carbamate